(3-chloro-4-fluorophenyl)methanamine ClC=1C=C(C=CC1F)CN